(1R,4r)-4-(hydroxymethyl)cyclohexanecarboxylic acid methyl ester COC(=O)C1CCC(CC1)CO